5-iodo-2-(4-pyridinyl)-4-tetrahydropyran-4-yl-1H-pyrimidin-6-one IC1=C(N=C(NC1=O)C1=CC=NC=C1)C1CCOCC1